n-benzyl-4-(2-hydroxyethyl)piperidine C1CN(CCC1CCO)CC2=CC=CC=C2